6-((1S,6S)-2,2-difluoro-6-hydroxycyclohexyl)-4-ethoxy-2-(methylthio)-6,7-dihydro-5H-pyrrolo[3,4-d]pyrimidin-5-one FC1([C@H]([C@H](CCC1)O)N1CC=2N=C(N=C(C2C1=O)OCC)SC)F